2-oxopropane-1,3-diylbis(octahydro-1H-indene-5-carboxylate) O=C(CC1CCC2CC(CCC12)C(=O)[O-])CC1CCC2CC(CCC12)C(=O)[O-]